C(C)(C)(C)OC(=O)N1CCC(=CC1)C1=CC(=C(C=C1)NC(=O)C1=CC(=C(C=C1)C=1CCN(CC1)C(=O)OC(C)(C)C)F)C tert-butyl 4-(4-((4-(1-(tert-butoxycarbonyl)-1,2,3,6-tetrahydropyridin-4-yl)-2-methylphenyl)carbamoyl)-2-fluorophenyl)-3,6-dihydropyridine-1(2H)-carboxylate